trans-3,7-dimethyl-2,6-octadien-1-ol CC(=CCC/C(=C/CO)/C)C